N1(CC(C1)(C(=O)O)C(=O)O)C(=O)O azetidine-1,3,3-tricarboxylic acid